N-(4-(tert-butyl)phenyl)-2-(1H-imidazol-1-yl)acetamide C(C)(C)(C)C1=CC=C(C=C1)NC(CN1C=NC=C1)=O